(R)-4-methyl-N-(5-(5-methyl-1,2,4-oxadiazol-3-yl)-2,3-dihydro-1H-inden-1-yl)isoxazole-5-carboxamide CC=1C=NOC1C(=O)N[C@@H]1CCC2=CC(=CC=C12)C1=NOC(=N1)C